BrC1=CC=2C(OCC3=CC(=NC=C3C=3C(=CC(=C(NS(C(=C1O)C2)(=O)=O)C3)OC)F)OC)=O 13-bromo-21-fluoro-14-hydroxy-5,19-dimethoxy-16,16-dioxo-9-oxa-16λ6-thia-4,17-diazatetracyclo[16.3.1.111,15.02,7]tricosa-1(22),2,4,6,11(23),12,14,18,20-nonaen-10-one